8-dimethylaminotricyclo[5.2.1.02,6]dec-3-ene CN(C1C2C3CC=CC3C(C1)C2)C